COC(=O)C1(CCC2(C(=CC3=CC=CC=C23)Br)CC1)NC1=CC(=CC=C1)Cl (1s,4s)-2'-bromo-4-(3-chloroanilino)spiro[cyclohexane-1,1'-indene]-4-carboxylic acid methyl ester